C(C1=CC=CC=C1)OC=1C=C(CNC(OC(C)(C)C)=O)C=CC1C(F)(F)F tert-Butyl (3-(benzyloxy)-4-(trifluoromethyl)benzyl)carbamate